(E)-4-(Dimethylamino)-N-((1S,3R)-3-((3-fluoro-6-(1-methyl-1H-pyrazol-4-yl)pyrazolo[1,5-a]pyrazin-4-yl)oxy)cyclohexyl)but-2-enamide CN(C/C=C/C(=O)N[C@@H]1C[C@@H](CCC1)OC=1C=2N(C=C(N1)C=1C=NN(C1)C)N=CC2F)C